FC(C=1C=NC=CC1OC1CCN(CC1)C(=O)OC(C)(C)C)(F)F tert-butyl 4-((3-(trifluoromethyl)pyridin-4-yl)oxy)piperidine-1-carboxylate